2-fluoro-6-methoxy-4-(5-methoxyimidazo[1,2-a]pyridin-3-yl)benzonitrile FC1=C(C#N)C(=CC(=C1)C1=CN=C2N1C(=CC=C2)OC)OC